NC1=C(C=C(C=N1)C1=NN2C(=C1)[C@]1(CN(CC1)C(=O)NCC)CCC2)C2=C(C=CC=C2)F |r| (rac)-2-[6-amino-5-(2-fluorophenyl)pyridin-3-yl]-N-ethyl-6,7-dihydro-5H-spiro[pyrazolo[1,5-a]pyridine-4,3'-pyrrolidine]-1'-carboxamide